NC=1C=CC(N(C1)C=1C=NC(=NC1)NC1CC2=CC=CC=C2C1)=O 5-amino-1-(2-((2,3-dihydro-1H-inden-2-yl)amino)pyrimidin-5-yl)pyridin-2(1H)-one